FC=C(C(F)(F)F)F 1,2,3,3,3-pentafluoropropane-1-ene